2-(6-(((1S,2R,3R,5S)-2-fluoro-1,5-dimethyl-8-azabicyclo[3.2.1]oct-6-en-3-yl)(methyl)amino)-1,2,4-triazin-3-yl)-5-(2-methoxypyridin-4-yl)phenol F[C@H]1[C@@]2(C=C[C@](C[C@H]1N(C1=CN=C(N=N1)C1=C(C=C(C=C1)C1=CC(=NC=C1)OC)O)C)(N2)C)C